E-3-methoxy-1-[4-(trifluoromethoxy)phenyl]cyclobutanecarboxylic acid COC1CC(C1)(C(=O)O)C1=CC=C(C=C1)OC(F)(F)F